O1CCN(CC1)C(C)=O 1-morpholinoethane-1-one